COC1=NC=C(C=N1)[C@H](CC(=O)O)N1N=C(C=C1)CCCC1=NC=2NCCCC2C=C1 (S)-3-(2-methoxypyrimidin-5-yl)-3-(3-(3-(5,6,7,8-tetrahydro-1,8-naphthyridin-2-yl)propyl)-1H-pyrazol-1-yl)propionic acid